F[C@@H]1[C@H]2CC[C@@H](C[C@@H]1N(C1=CC=C(N=N1)C=1C=C3C(C=C(OC3=CC1O)C)=O)C)N2C 6-(6-(((1R,2R,3S,5S)-2-fluoro-8-methyl-8-azabicyclo[3.2.1]octan-3-yl)(methyl)amino)pyridazin-3-yl)-7-hydroxy-2-methyl-4H-chromen-4-one